C12(CC3CC(CC(C1)C3)C2)P(C2=C(C(=CC=C2OC)OC)C2=C(C=C(C=C2C(C)C)C(C)C)C(C)C)C23CC1CC(CC(C2)C1)C3 bis(1-adamantyl)-[3,6-dimethoxy-2-(2,4,6-triisopropylphenyl)phenyl]phosphane